9-bromo-8-hydroxy-6,6-dimethyl-11-oxo-6,11-dihydro-5H-benzo[b]carbazole-3-carbonitrile BrC1=CC2=C(C(C=3NC4=CC(=CC=C4C3C2=O)C#N)(C)C)C=C1O